COC1=CC=C(C=C1)C1=NC=C(C=O)C=C1 6-(4-Methoxyphenyl)nicotinaldehyde